COC(=O)[C@@H]1OC([C@H]([C@@H]([C@H]1O)O)O)OC1=C(C=CC(=C1)[C@@H]1OCC2C1CO[C@@H]2C2=CC(=C(C=C2)OC)OC)OC (2R,3R,4R,5S)-methyl-6-(5-((1R,4S)-4-(3,4-dimethoxyphenyl)hexahydrofuro[3,4-c]furan-1-yl)-2-methoxyphenoxy)-3,4,5-trihydroxytetrahydro-2H-pyran-2-carboxylate